NC=1N2C(C=3N(C(N(C3N1)CCN1CCC(CC1)C1=CC=C(C=C1)F)=O)CC(F)(F)F)=NC(=N2)C=2OC=CC2 5-Amino-3-{2-[4-(4-fluoro-phenyl)-piperidin-1-yl]-ethyl}-8-furan-2-yl-1-(2,2,2-trifluoro-ethyl)-1,3-dihydro-[1,2,4]triazolo[5,1-i]purin-2-one